COC(=O)C=1OC(=NN1)C=1C(=NN(C1)C)C(F)F 5-(3-(difluoromethyl)-1-methyl-1H-pyrazolyl)-1,3,4-oxadiazole-2-carboxylic acid methyl ester